C(CCC)C=1N(C=2C(=C(N=NC2OC(C)C)N)N1)CCCCCCNC1CCOCC1 2-butyl-4-isopropoxy-3-[6-(tetrahydropyran-4-ylamino)hexyl]imidazo[4,5-d]pyridazin-7-amine